6-{4-fluoro-2-[(piperidin-4-yl)oxy]-1,3-benzothiazol-6-yl}-2,8-dimethylimidazo[1,2-b]pyridazine FC1=CC(=CC2=C1N=C(S2)OC2CCNCC2)C=2C=C(C=1N(N2)C=C(N1)C)C